(4-(4-((1R,5S)-3,8-diazabicyclo[3.2.1]octan-8-yl)-2-(((S)-1-methylpyrrolidin-2-yl)methoxy)quinazolin-7-yl)naphthalen-2-yl)methanol [C@H]12CNC[C@H](CC1)N2C2=NC(=NC1=CC(=CC=C21)C2=CC(=CC1=CC=CC=C21)CO)OC[C@H]2N(CCC2)C